3-[(3-Cyclopropyl-2-fluorophenyl)thio]-N-[2-(2,4-dimethylphenyl)-2,2-difluoroethyl]cinnoline-4-carboxamide C1(CC1)C=1C(=C(C=CC1)SC=1N=NC2=CC=CC=C2C1C(=O)NCC(F)(F)C1=C(C=C(C=C1)C)C)F